(R)-5-(5-methyl-1,2,4-oxadiazol-3-yl)-N-(2-methylpyridin-4-yl)-2,3-dihydro-1H-indene-1-carboxamide CC1=NC(=NO1)C=1C=C2CC[C@H](C2=CC1)C(=O)NC1=CC(=NC=C1)C